3-methyl-5-(N-(3-chlorobenzyl)-N-phenethylsulfamoyl)benzofuran-2-carboxylic acid ethyl ester C(C)OC(=O)C=1OC2=C(C1C)C=C(C=C2)S(N(CCC2=CC=CC=C2)CC2=CC(=CC=C2)Cl)(=O)=O